C(C(=O)O)NC(=O)CF N-(fluoroacetyl)glycine